NC1=NC=CC2=C(C=CC=C12)C=1C=C2C(CC3(CCN(CC3)C(=O)OC)C2=CC1)OC1=C(C=CC(=C1)C#N)CC(=O)O 2-(2-((5-(1-aminoisoquinolin-5-yl)-1'-(methoxycarbonyl)-2,3-dihydrospiro[indene-1,4'-piperidin]-3-yl)oxy)-4-cyanophenyl)acetic acid